C(C)(C)(C)N(C(O)=O)CC1=CC(=NC=C1)C1=CC(=CC(=C1)C)C(=O)NN.ClC1=CC=CC2=C1N=C(O2)[C@H]2CC[C@@H](CN2)NC(COC2=CC(=C(C=C2)Cl)F)=O N-[(3S,6R)-6-(4-chloro-1,3-benzoxazol-2-yl)piperidin-3-yl]-2-(4-chloro-3-fluorophenoxy)acetamide tert-butyl-((2-(3-(hydrazinecarbonyl)-5-methylphenyl)pyridin-4-yl)methyl)carbamate